(3S,7S,16S,20R,22R,24S)-16,24:20,24-diepoxycholest-5-ene-3,7,22,25-tetraol CC(C)([C@@]12C[C@H]([C@@](C)([C@H]3[C@H](C[C@H]4[C@@H]5[C@@H](C=C6C[C@H](CC[C@]6(C)[C@H]5CC[C@]34C)O)O)O1)O2)O)O